1-benzyl-2-methylazepan-2-yl-cinnamate C(C1=CC=CC=C1)N1C(CCCCC1)(C)OC(C=CC1=CC=CC=C1)=O